ethyl (3S)-3-hydroxybutyrate O[C@H](CC(=O)OCC)C